FC(C=1OC(=NN1)C=1C=NC(=CC1)C)F 2-(difluoromethyl)-5-(6-methyl-3-pyridinyl)-1,3,4-oxadiazole